FC1(CN(C1)C1=NC(=NC=C1)NC1CC2(CC(C2)OC2=C(C(=O)N)C=CC=N2)C1)F 2-(((2S,4s,6S)-6-((4-(3,3-difluoroazetidin-1-yl)pyrimidin-2-yl)amino)spiro[3.3]heptan-2-yl)oxy)nicotinamide